BrC1=CC=C2CN(C(C2=C1)=O)C(C(=O)NN)C1=C(C=CC(=C1)F)OCOC 2-(6-bromo-1-oxo-isoindolin-2-yl)-2-[5-fluoro-2-(methoxymethoxy)-phenyl]acethydrazide